N-(2-((Tert-butyldiphenylsilyl)oxy)ethyl)dodecan-1-amine [Si](C1=CC=CC=C1)(C1=CC=CC=C1)(C(C)(C)C)OCCNCCCCCCCCCCCC